NC=1C(=CC(=C(C1)C1=C(N=C(S1)C)CCO)F)F 2-[5-(5-Amino-2,4-difluoro-phenyl)-2-methyl-thiazol-4-yl]ethanol